tert-Butyl (1-(4-(10-methoxy-3-phenyl-5H-imidazo[1,2-c]pyrido[3,2-e][1,3]oxazin-2-yl)benzyl)piperidin-4-yl)carbamate COC1=CC=NC2=C1C=1N(CO2)C(=C(N1)C1=CC=C(CN2CCC(CC2)NC(OC(C)(C)C)=O)C=C1)C1=CC=CC=C1